(4-Chlorophenyl)-6,7,8,9-tetrahydro-5H-pyrido[3,2-b]indol-8-amine ClC1=CC=C(C=C1)C=1C=CC=2NC=3CCC(CC3C2N1)N